2-(3-chloro-4-fluorophenyl)-2-methylpropanenitrile ClC=1C=C(C=CC1F)C(C#N)(C)C